C(OC1=CC=CC=C1)(OC1=CC=CC=C1)=O Diphenyl carbonate